CS(=O)C=1C=C(C(=O)OC)C=CC1C(F)(F)F methyl 3-(methylsulfinyl)-4-(trifluoromethyl)benzoate